2-[1-[2-(Benzimidazol-1-yl)-6-methyl-4-oxo-chromen-8-yl]ethylamino]benzoic acid N1(C=NC2=C1C=CC=C2)C=2OC1=C(C=C(C=C1C(C2)=O)C)C(C)NC2=C(C(=O)O)C=CC=C2